FC(CN1C(=NC=2C1=NC(=CC2)C=2C=CN1N=C(N=CC12)NC1CC2(C1)CCN(CC2)C(C)=O)C)F 1-(2-((5-(3-(2,2-difluoroethyl)-2-methyl-3H-imidazo[4,5-b]pyridin-5-yl)pyrrolo[2,1-f][1,2,4]triazin-2-yl)amino)-7-azaspiro[3.5]nonan-7-yl)ethan-1-one